2-(tert-butoxy-carbonyl)isoindoline-5-carboxylic acid C(C)(C)(C)OC(=O)N1CC2=CC=C(C=C2C1)C(=O)O